FC=1C=C(C=C(C1)C1=CC(=CC=C1)OC(F)(F)F)[C@H](CC(=O)[O-])NC(=O)NC=1C(N(C=CC1[O-])C)=O.[Na+].[Na+] Natrium (S)-3-(5-Fluoro-3'-(trifluoromethoxy)biphenyl-3-yl)-3-(3-(1-methyl-4-oxido-2-oxo-1,2-dihydropyridin-3-yl)ureido)propanoat